tetradecyl eicosanate C(CCCCCCCCCCCCCCCCCCC)(=O)OCCCCCCCCCCCCCC